Di-tert-butoxy(methylamino)silane C(C)(C)(C)O[SiH](NC)OC(C)(C)C